glycerol tri-trimellitate C(C=1C(C(=O)O)=CC(C(=O)O)=CC1)(=O)O.C(C=1C(C(=O)O)=CC(C(=O)O)=CC1)(=O)O.C(C=1C(C(=O)O)=CC(C(=O)O)=CC1)(=O)O.OCC(O)CO